COC1=C(C=CC(=C1)OC)CNC(=O)C1=CC2=C(C(=N1)C=1N(C=C(N1)C1=CC(=NN1CCC)C)C)C=NN2C N-[(2,4-dimethoxyphenyl)methyl]-1-methyl-4-[1-methyl-4-(3-methyl-1-propyl-1H-pyrazol-5-yl)-1H-imidazol-2-yl]-1H-pyrazolo[4,3-c]pyridine-6-carboxamide